OC(CCCCCCCCC(=O)O)CCC(CCCCCCCCCCCCC)O 10,13-Dihydroxyhexacosanoic acid